(R)-5-(2-(dimethylamino)ethoxy)-2-methyl-N-(1-(3-(1-methyl-1H-pyrazol-4-yl)-5-(1-(2-oxo-2-(pyrrolidin-1-yl)ethyl)-1H-pyrazol-4-yl)phenyl)ethyl)benzamide CN(CCOC=1C=CC(=C(C(=O)N[C@H](C)C2=CC(=CC(=C2)C=2C=NN(C2)CC(N2CCCC2)=O)C=2C=NN(C2)C)C1)C)C